BrC1=C(C=CC=2C3=CC(=CC=C3N(C12)C1=CC=C(C=C1)C(C)(C)C)C(C)(C)C)Br 1,2-dibromo-6-tertiary butyl-9-(4-tertiary butyl-phenyl)-9H-carbazole